C[C@H]1CNC[C@H](C1(O)C)C (3S,5R)-3,4,5-trimethylpiperidin-4-ol